5-fluoro-N-(2-methoxy-4-methylpyridin-3-yl)-2-{[(2S)-1,1,1-trifluoropropan-2-yl]oxy}benzamide FC=1C=CC(=C(C(=O)NC=2C(=NC=CC2C)OC)C1)O[C@H](C(F)(F)F)C